CC1(CC2C(C(OC2=O)=O)C2=CC=CC=C12)C1C(OC(C1)=O)=O 1,3,3a,4,5,9b-hexahydro-5-methyl-5-(tetrahydro-2,5-dioxo-3-furanyl)-naphtho[1,2-c]furan-1,3-dione